N-(4-chloro-2-fluoro-5-(1-methylcyclopropyl)phenyl)acetamide ClC1=CC(=C(C=C1C1(CC1)C)NC(C)=O)F